2-methoxy-4-(propoxymethyl)phenol COC1=C(C=CC(=C1)COCCC)O